ClC1=C(C(=CC(=C1)\C=C\C(OCC)OCC)Cl)Cl (E)-1,2,3-trichloro-5-(3,3-diethoxyprop-1-en-1-yl)benzene